C[C@H]1N([C@@H]2CN[C@H]1CC2)C(=O)OC(C)(C)C tert-butyl (1S,3R-4S)-3-methyl-2,5-diazabicyclo[2.2.2]octane-2-carboxylate